4-(2-((1-(tert-butoxycarbonyl)piperidin-4-yl)methyl)-5-(ethoxycarbonyl)-1H-imidazol-4-yl)benzoic acid C(C)(C)(C)OC(=O)N1CCC(CC1)CC=1NC(=C(N1)C1=CC=C(C(=O)O)C=C1)C(=O)OCC